(S)-citramalyl-CoA C(C[C@](C)(O)C(=O)O)(=O)SCCNC(CCNC([C@@H](C(COP(OP(OC[C@@H]1[C@H]([C@H]([C@@H](O1)N1C=NC=2C(N)=NC=NC12)O)OP(=O)(O)O)(=O)O)(=O)O)(C)C)O)=O)=O